6-amino-1-(4-amino-3-(trifluoromethyl)benzyl)-1H-pyrazolo[3,4-d]Pyrimidine NC1=NC=C2C(=N1)N(N=C2)CC2=CC(=C(C=C2)N)C(F)(F)F